amino-4-chlorophenol NC1=C(C=CC(=C1)Cl)O